Ethyl 1-(4-bromo-3-fluorophenyl)-2,2-difluorocyclopropane-1-carboxylate BrC1=C(C=C(C=C1)C1(C(C1)(F)F)C(=O)OCC)F